ClC1=C2CN(C(C2=CC=C1C1=CN(C2=NC(=CN=C21)N2C[C@H]([C@H](CC2)NC(OC(C)(C)C)=O)F)COCC[Si](C)(C)C)=O)C tert-Butyl N-((3R,4S)-1-(7-(4-chloro-2-methyl-1-oxo-2,3-dihydro-1H-isoindol-5-yl)-5-((2-(trimethylsilyl)ethoxy)methyl)-5H-pyrrolo[2,3-b]pyrazin-3-yl)-3-fluoropiperidin-4-yl)carbamate